ClC=1C=C2C(C(=CN(C2=CC1N1[C@H](CCC1)COC1=NC=CC=C1Cl)C1=CC(=NC=C1)O)C(=O)O)=O (R)-6-chloro-7-(2-(((3-chloropyridin-2-yl)oxy)methyl)pyrrolidin-1-yl)-1-(2-hydroxypyridin-4-yl)-4-oxo-1,4-dihydroquinoline-3-carboxylic acid